Tert-butyl 4-(3-methyl-2-oxo-1H-benzimidazol-4-yl)-3-oxo-piperidine-1-carboxylate CN1C(NC2=C1C(=CC=C2)C2C(CN(CC2)C(=O)OC(C)(C)C)=O)=O